OC[C@](C)(O)C=1SC(=C(N1)CO)S(=O)(N)=NC(NC1=C2CCCC2=CC=2CCCC12)=O 2-((S)-1,2-dihydroxypropan-2-yl)-N'-((1,2,3,5,6,7-hexahydro-s-indacen-4-yl)carbamoyl)-4-(hydroxymethyl)thiazole-5-sulfonimidamide